3,5-Di(Pyren-1-yl)Pyridin C1(=CC=C2C=CC3=CC=CC4=CC=C1C2=C34)C=3C=NC=C(C3)C3=CC=C4C=CC2=CC=CC1=CC=C3C4=C21